Triphenylsulfonium nonaflate S(=O)(=O)([O-])C(F)(F)C(F)(F)C(F)(F)C(F)(F)F.C1(=CC=CC=C1)[S+](C1=CC=CC=C1)C1=CC=CC=C1